C(CC)S(=O)(=O)N1CCC12CN(CC2)C2=C1C(=NC=C2C#N)NC=C1 4-(1-(Propylsulfonyl)-1,6-diazaspiro[3.4]octan-6-yl)-1H-pyrrolo[2,3-b]pyridine-5-carbonitrile